O1COC2=C1C=CC(=C2)OC[C@@H](CCC)O (R)-1-(benzo[d][1,3]dioxol-5-yloxy)pentan-2-ol